O(C(C)C)P(=S)(OC(C)C)SCC(C(=O)O)C 3-((di-isopropoxylthiophosphoryl)thio)-2-methylpropionic acid